N2-oleoyl-lysine benzyl ester C(C1=CC=CC=C1)OC([C@@H](NC(CCCCCCC\C=C/CCCCCCCC)=O)CCCCN)=O